C(C)(C)(C)OC(NCC1(CCN(CC1)C1=NC=C(N=C1)SC=1C(=C2C(NC=NC2=CC1)=O)Cl)C)=O tert-butyl((1-(5-((5-chloro-4-oxo-3,4-dihydroquinazolin-6-yl)thio)pyrazin-2-yl)-4-methylpiperidin-4-yl)methyl)carbamate